ClC1=C(C(=CC=C1)F)N1C=2N(C3=C(C1=O)C=NC(=N3)NC3=CC=C1C(CN(CC1=C3)C(CO)=O)(C)C)C=CN2 6-(2-chloro-6-fluorophenyl)-2-{[2-(hydroxyacetyl)-4,4-dimethyl-1,2,3,4-tetrahydroisoquinolin-7-yl]amino}imidazo[1,2-a]pyrimido[5,4-e]pyrimidin-5(6H)-one